tetradecyltriphenylphosphonium fluoride [F-].C(CCCCCCCCCCCCC)[P+](C1=CC=CC=C1)(C1=CC=CC=C1)C1=CC=CC=C1